ethyl 7-(5-chloro-2-(((3S,4R)-3-hydroxytetrahydro-2H-pyran-4-yl) amino) pyrimidin-4-yl)-1-isopropyl-4-oxo-1,4-dihydroquinoline-2-carboxylate ClC=1C(=NC(=NC1)N[C@H]1[C@@H](COCC1)O)C1=CC=C2C(C=C(N(C2=C1)C(C)C)C(=O)OCC)=O